Cl.N(=NCC(C)N)CC(C)N azobis(2-aminopropane) hydrochloride